The molecule is a nitrile that is benzonitrile which is substituted by chlorines at positions 2 and 6. A cellulose synthesis inhibitor, it is used as a pre-emergent and early post-emergent herbicide. It has a role as a herbicide, an agrochemical, a cellulose synthesis inhibitor, a xenobiotic and an environmental contaminant. It is a nitrile and a dichlorobenzene. It derives from a benzonitrile. C1=CC(=C(C(=C1)Cl)C#N)Cl